3-(2,5-dimethylphenyl)-8-methoxy-2-oxo-1,8-diazaspiro[4.5]dec-3-en-4-ylethylcarbonic acid CC1=C(C=C(C=C1)C)C=1C(NC2(C1CCOC(O)=O)CCN(CC2)OC)=O